ClC=1C(=NC(=C(C(=O)N)C1)N1CCC(CCC1)(F)F)C1CC1 5-chloro-6-cyclopropyl-2-(4,4-difluoroazepan-1-yl)nicotinamide